1-(4-methoxyphenyl)-3-(2-methoxyphenyl)propan-1-one COC1=CC=C(C=C1)C(CCC1=C(C=CC=C1)OC)=O